FC1=C(C=CC(=C1)F)[C@]([C@@H](C)N1CCC(CC1)=CC(=O)NC1=CC(=CC=C1)C)(CN1N=CN=C1)O 2-(1-((2r,3r)-3-(2,4-difluorophenyl)-3-hydroxy-4-(1H-1,2,4-triazol-1-yl)-2-butyl)piperidin-4-ylidene)-N-(3-methylphenyl)acetamide